ClC1=NC=C(C(=C1)C1=C(C=NC(=C1)C)C(=O)NC=1SC2=NC(=CC=C2N1)N1CC(C(CC1)O)(C)C)OC 2'-chloro-N-(5-(4-hydroxy-3,3-dimethylpiperidin-1-yl)thiazolo[5,4-b]pyridin-2-yl)-5'-methoxy-6-methyl-[4,4'-bipyridine]-3-carboxamide